CC1=C(C(=C(C(=N1)Cl)C(C)=O)C)C trimethylacetyl-chloropyridine